4-methyl-5-((3-(3-nitrophenyl)oxetan-3-yl)methyl)-4H-1,2,4-triazole CN1C=NN=C1CC1(COC1)C1=CC(=CC=C1)[N+](=O)[O-]